2-(trifluoromethyl)-5-(4-(trifluoromethyl)phenoxy)-N-(4-(trifluoromethyl)phenyl)-1H-imidazo[4,5-b]pyrazin-6-amin FC(C1=NC=2C(=NC(=C(N2)OC2=CC=C(C=C2)C(F)(F)F)NC2=CC=C(C=C2)C(F)(F)F)N1)(F)F